4-Methyl-2,6-diphenylpyridine CC1=CC(=NC(=C1)C1=CC=CC=C1)C1=CC=CC=C1